(E)-2-(4-bromophenyl)-3-(dimethylamino)acrylate BrC1=CC=C(C=C1)/C(/C(=O)[O-])=C\N(C)C